N1=C(N=CC(=C1)[C@@H]1[C@@H](C1)C=1C=C(C(=C(C1)N1C[C@H](CC1)O)F)Cl)C1=NC=CC=N1 cis-(3S)-1-(5-(2-([2,2'-bipyrimidin]-5-yl)cyclopropyl)-3-chloro-2-fluorophenyl)pyrrolidin-3-ol